The molecule is a monocarboxylic acid anion that is the conjugate base of lonazolac, obtained by deprotonation of the carboxy group. It is a conjugate base of a lonazolac. C1=CC=C(C=C1)N2C=C(C(=N2)C3=CC=C(C=C3)Cl)CC(=O)[O-]